2-hydroxy-4-(3-isopropyl-2-benzoThiazolinone-6-yl)benzoic acid methyl ester COC(C1=C(C=C(C=C1)C1=CC2=C(N(C(S2)=O)C(C)C)C=C1)O)=O